8-bromo-3-(methylsulfonyl)quinoline BrC=1C=CC=C2C=C(C=NC12)S(=O)(=O)C